(R)-2-((2-(3,4-Dimethoxyphenyl)-3-isopropyl-1H-indol-5-yl)oxy)-N-(2-fluoro-3-hydroxy-3-methylbutyl)acetamid COC=1C=C(C=CC1OC)C=1NC2=CC=C(C=C2C1C(C)C)OCC(=O)NC[C@H](C(C)(C)O)F